(S)-2-(2-(2-chloro-4-(trifluoromethoxy)phenoxy)acetyl)-8-(3-methyl-5-(trifluoromethyl)phenyl)-1,3,4,12a-tetrahydrobenzo[e]pyrazino[1,2-a][1,4]diazepine-6,12(2H,11H)-dione ClC1=C(OCC(=O)N2C[C@@H]3N(C(C4=C(NC3=O)C=CC(=C4)C4=CC(=CC(=C4)C(F)(F)F)C)=O)CC2)C=CC(=C1)OC(F)(F)F